BrC=1C(=NC=C(C1Cl)[N+](=O)[O-])OC([2H])([2H])[2H] 3-bromo-4-chloro-2-(methoxy-d3)-5-nitropyridine